C(#N)CS1CCCC1 1-(cyanomethyl)tetrahydro-1H-thiophene